4-acetamidobenzoyl-hydrazine C(C)(=O)NC1=CC=C(C(=O)NN)C=C1